(2r,5s)-5-[2-(4-chloro-3-fluorophenoxy)acetamido]-N-[(1s,3r)-3-(trifluoromethoxy)cyclopentyl]piperidine-2-carboxamide ClC1=C(C=C(OCC(=O)N[C@H]2CC[C@@H](NC2)C(=O)N[C@@H]2C[C@@H](CC2)OC(F)(F)F)C=C1)F